P(=O)([O-])([O-])[O-].[K+].[Na+].[Na+] disodium Monopotassium phosphate